2,6-diethyl-3-methyl-4-isopropoxyphenol C(C)C1=C(C(=CC(=C1C)OC(C)C)CC)O